ClC=1C=C2C(=CN1)N(C(=C2)C2=C(C=CC=C2OC)F)C 5-chloro-2-(2-fluoro-6-methoxyphenyl)-1-methylpyrrolo[2,3-c]pyridine